4-hydroxymethylphenylborate-pinacol OC(C)(C)C(C)(C)O.OCC1=CC=C(C=C1)OB(O)O